6-[[4-(1-oxa-8-azaspiro[4.5]decan-8-ylmethyl)phenyl]methyl]-1H-benzo[cd]indol-2-one O1CCCC12CCN(CC2)CC2=CC=C(C=C2)CC=2C=1C3=C(C(NC3=CC2)=O)C=CC1